ClC=1C=C2C=3C4CCN(C(C3NC2=CC1)C(=O)O)C4 5-chloro-9,12-diazatetracyclo(10.2.1.02,10.03,8)pentadeca-2(10),3,5,7-tetraene-11-carboxylic acid